3-chloro-5-((1-(difluoromethyl)cyclopropyl)ethynyl)pyridine ClC=1C=NC=C(C1)C#CC1(CC1)C(F)F